C(C=C)OCCCC(=O)N 4-(prop-2-en-1-yloxy)butanamide